3-(6-(pyrrolidin-1-yl)pyridazin-3-yl)benzoic acid ethyl ester C(C)OC(C1=CC(=CC=C1)C=1N=NC(=CC1)N1CCCC1)=O